COC=1C=C2CCNC(C2=CC1OC)CCCC(CC1=C(C=C(C=C1)OC)OC)=O 5-(6,7-dimethoxy-1,2,3,4-tetrahydroisoquinolinyl)-1-(2,4-dimethoxyphenyl)pentanone